ClC1=CC(=C(COC2=CC=CC(=N2)C2=CC(=C(C=3CCOC32)CC3=NC2=C(N3CC3(CC3)CF)C=C(C=C2)C(=O)OC)F)C=C1)F Methyl 2-((7-(6-((4-chloro-2-fluorobenzyl) oxy) pyridin-2-yl)-5-fluoro-2,3-dihydrobenzofuran-4-yl) methyl)-1-((1-(fluoromethyl) cyclopropyl) methyl)-1H-benzo[d]imidazole-6-carboxylate